(2-methoxy-5-(4-methyl-2-hexanamidothiazol-5-yl)phenyl)sulfamide COC1=C(C=C(C=C1)C1=C(N=C(S1)NC(CCCCC)=O)C)NS(=O)(=O)N